NCCC=1C2=CN(N=C2C=C(C1NC=1N(C(N(C(N1)=O)CC1=NC=NN1CCCC(=O)O)=O)CC1=C(C=C(C(=C1)F)F)F)Cl)C 4-(5-((4-((4-(2-aminoethyl)-6-chloro-2-methyl-2H-indazol-5-yl)amino)-2,6-dioxo-3-(2,4,5-trifluorobenzyl)-3,6-dihydro-1,3,5-triazin-1(2H)-yl)methyl)-1H-1,2,4-triazol-1-yl)butanoic acid